tert-butyl N-cyclopropyl-N-[(3R)-1-{6-[5-fluoro-2-(methoxymethoxy)-4-(6-methoxypyridazin-4-yl)phenyl]pyridazin-3-yl}pyrrolidin-3-yl]carbamate C1(CC1)N(C(OC(C)(C)C)=O)[C@H]1CN(CC1)C=1N=NC(=CC1)C1=C(C=C(C(=C1)F)C1=CN=NC(=C1)OC)OCOC